ethyl altruronate O=C[C@@H](O)[C@H](O)[C@H](O)[C@H](O)C(=O)OCC